4-[3-bromo-4-[(2,4-difluorobenzyl)oxy]-6-methyl-2-oxopyridin-1(2H)-yl]-3,5-dichlorobenzenesulfonamide BrC=1C(N(C(=CC1OCC1=C(C=C(C=C1)F)F)C)C1=C(C=C(C=C1Cl)S(=O)(=O)N)Cl)=O